CC(CS(=O)(=O)O)(C)NC(C=C)=O 2-methyl-2-(prop-2-enoylamino)propane-1-sulfonic acid